ClC1=CC(=C(COC2=CC=C(C(=N2)C2[C@H]3CN(C[C@@H]23)C(=O)OC(C)(C)C)F)C=C1)F tert-Butyl (1R,5S,6r)-6-(6-((4-chloro-2-fluorobenzyl)oxy)-3-fluoropyridin-2-yl)-3-azabicyclo[3.1.0]hexane-3-carboxylate